C(CCCCCCCCC)S(=O)N decane-1-sulfinamide